(S)-2-(2-oxopyrrolidin-1-yl)butyric acid methyl ester COC([C@H](CC)N1C(CCC1)=O)=O